C(C)(C)(C)OC(=O)N1CCC(CC1)N(C1=CC=C(C=C1)C(F)(F)F)C=1C=NC=CC1Cl.N1(C=NC=C1)C=1C=C2C(=CN1)SC=C2 5-(1H-imidazol-1-yl)thieno[2,3-c]pyridine tert-butyl-4-[N-(4-chloro-3-pyridyl)-4-(trifluoromethyl)anilino]piperidine-1-carboxylate